tert-butyl 6-(3-cyano-4-(2-fluorophenyl)-7-(methylcarbamothioyl)-5,6,7,8-tetrahydro-1,7-naphthyridin-2-yl)-2,6-diazaspiro[3.4]octane-2-carboxylate C(#N)C=1C(=NC=2CN(CCC2C1C1=C(C=CC=C1)F)C(NC)=S)N1CC2(CN(C2)C(=O)OC(C)(C)C)CC1